2-(6-(6-(4-((3-(2,4-dioxotetrahydropyrimidin-1(2H)-yl)pyridin-4-yl)methyl)piperazin-1-yl)pyridazin-3-yl)-1-oxoisoindolin-2-yl)-2-(5-fluoro-2-hydroxyphenyl)-N-(thiazol-2-yl)acetamide O=C1N(CCC(N1)=O)C=1C=NC=CC1CN1CCN(CC1)C1=CC=C(N=N1)C1=CC=C2CN(C(C2=C1)=O)C(C(=O)NC=1SC=CN1)C1=C(C=CC(=C1)F)O